6-Bromo-N-(3,4-dichloro-2-fluorophenyl)-7-fluoropyrido[3,2-d]pyrimidin-4-amine BrC=1C(=CC=2N=CN=C(C2N1)NC1=C(C(=C(C=C1)Cl)Cl)F)F